N1(CCC1)C[C@H]([C@H](O)C1=CC=C(C=C1)OC1CC1)NC(=O)[C@H]1CN(CC1)C=1C=CC2=C(SC=C2)C1 (R)-N-((1R,2R)-3-(azetidin-1-yl)-1-(4-cyclopropoxyphenyl)-1-hydroxypropan-2-yl)-1-(benzo[b]thiophen-6-yl)pyrrolidine-3-carboxamide